C(C)OC(C(C(=O)O)(NC(=O)OC(C)(C)C)CC1=CC=CC=C1)=O 2-benzyl-2-((tert-butoxycarbonyl)amino)-malonic acid monoethyl ester